3-bromo-N-(2,4-dimethoxybenzyl)imidazo[1,2-a]pyrazin-8-amine BrC1=CN=C2N1C=CN=C2NCC2=C(C=C(C=C2)OC)OC